C1(CC1)C([C@@H](C(=O)NC=1C=NC(=NC1)C=1C(=NNC1C)C)NC(=O)C=1N(N=CC1)CC)C1CC1 N-[(1S)-1-(dicyclopropylmethyl)-2-[[2-(3,5-dimethyl-1H-pyrazol-4-yl)pyrimidin-5-yl]amino]-2-oxo-ethyl]-2-ethyl-pyrazole-3-carboxamide